methyl 6-((t-butyldimethylsilyl)oxy)-1-methylenetetrahydro-1H-pyrrolizin-7a(5H)-carboxylate [Si](C)(C)(C(C)(C)C)OC1CN2CCC(C2(C1)C(=O)OC)=C